(2R,3R,4R,5S)-4-[[3-(3,4-Difluorophenyl)-4,5-dimethyl-5-(trifluoromethyl)tetrahydrofuran-2-carbonyl]amino]pyridin-2-carboxamid FC=1C=C(C=CC1F)[C@@H]1[C@@H](O[C@@]([C@@H]1C)(C(F)(F)F)C)C(=O)NC1=CC(=NC=C1)C(=O)N